ClC=1C=C(C=C(C1)NS(=O)(=O)C)NC(=O)C=1SC(=C(C1)C1=NC=C(C=C1OCC=1C=NC=C(C1)F)F)C1CC1 N-(3-chloro-5-(methylsulfonamido)phenyl)-5-cyclopropyl-4-(5-fluoro-3-((5-fluoropyridin-3-yl)methoxy)pyridin-2-yl)thiophene-2-carboxamide